2-Cyclohexyl-N-((6-((1,1,1-trifluoropropan-2-yl)oxy)pyrimidin-4-yl)methyl)acetamide C1(CCCCC1)CC(=O)NCC1=NC=NC(=C1)OC(C(F)(F)F)C